(5S,8S,10aR)-5-amino-N-((R)-chroman-4-yl)-6-oxo-3-(3,3,3-trifluoro-2,2-dimethylpropanoyl)decahydropyrrolo[1,2-a][1,5]diazocine-8-carboxamide hydrochloride Cl.N[C@H]1CN(CC[C@@H]2N(C1=O)[C@@H](CC2)C(=O)N[C@@H]2CCOC1=CC=CC=C21)C(C(C(F)(F)F)(C)C)=O